CN1CC(OB(OC(C1)=O)C(\C=C\CCCC)NS(=O)(=O)C1=C(C=CC=C1)[N+](=O)[O-])=O (E)-N-(1-(6-methyl-4,8-dioxo-1,3,6,2-dioxazaborocan-2-yl)hept-2-en-1-yl)-2-nitrobenzenesulfonamide